2-[METHYL(3-OXOPROPYL)AMINO]-N-(PROPAN-2-YL)ACETAMIDE CN(CC(=O)NC(C)C)CCC=O